OC1(CN(CC1)C(=O)OC(C)(C)C)C(=O)OC 1-tert-butyl 3-methyl 3-hydroxypyrrolidine-1,3-dicarboxylate